tert-butyl (2-(difluoromethyl)-4-(methylsulfonyl)phenyl)carbamate FC(C1=C(C=CC(=C1)S(=O)(=O)C)NC(OC(C)(C)C)=O)F